bistrimethyl-ammonium chloride [Cl-].C[NH+](C)C.C[NH+](C)C.[Cl-]